C(C)(C)(C)OC(=O)N(C1C(C1)C=1C=NC=CC1)CC1CCN(CC1)CCCC1=CC=C(C(=O)OCC)C=C1 Ethyl 4-(3-(4-(((tert-butoxycarbonyl)(2-(pyridin-3-yl)cyclopropyl)amino)methyl)piperidin-1-yl)propyl)benzoate